ClC1=CN(C2=CC=C(C(=C12)CC(=O)O)Cl)C (3,5-dichloro-1-methyl-1H-indol-4-yl)acetic acid